(R)-1-(1-(7,8-difluoro-1-oxo-1,2-dihydroisoquinolin-4-yl)ethyl)-3-(4-fluorobenzyl)-1-methylurea FC1=CC=C2C(=CNC(C2=C1F)=O)[C@@H](C)N(C(=O)NCC1=CC=C(C=C1)F)C